diacetyl-amide (tetraacrylate) C(C=C)(=O)[O-].C(C=C)(=O)[O-].C(C=C)(=O)[O-].C(C=C)(=O)[O-].C(C)(=O)[N-]C(C)=O